C(CC)N(CCCC[C@@H](C(NCC(NCOC)=O)=O)NC([C@H](C(C)C)NC(CCCC#CC=1C=NC(=NC1)S(=O)(=O)C)=O)=O)CCC N-((9S,12S)-9-(4-(dipropylamino)butyl)-13-methyl-5,8,11-trioxo-2-oxa-4,7,10-triazatetradec-12-yl)-6-(2-(methylsulfonyl)pyrimidin-5-yl)hex-5-ynamide